(E)-N-(1-(2,4-bis(trifluoromethyl)benzyl)-1H-pyrazol-4-yl)-3-(furan-2-yl)acrylamide FC(C1=C(CN2N=CC(=C2)NC(\C=C\C=2OC=CC2)=O)C=CC(=C1)C(F)(F)F)(F)F